COC1=CC=NC2=C(C=CC=C12)S(=O)(=O)NC1=NOC2=C1C(=CC=C2)OC 4-methoxy-N-(4-methoxybenzo[d]isoxazol-3-yl)quinoline-8-sulfonamide